FC1(CCN(CC1)C)C(=O)NC=1N=CC2=CC=C(C=C2C1)C=1C=NN(C1)C 4-fluoro-1-methyl-N-(6-(1-methyl-1H-pyrazol-4-yl)isoquinolin-3-yl)piperidine-4-carboxamide